C1=CN=C2N1C1=C(OC[C@@H]2N)C=CC=C1 (R)-4,5-dihydrobenzo[b]imidazo[1,2-d][1,4]oxazepin-4-amine